2-(methyl(5-(2-((4-(trifluoromethyl)phenyl)amino)phenyl)-1,3,4-oxadiazol-2-yl)amino)ethan-1-ol CN(CCO)C=1OC(=NN1)C1=C(C=CC=C1)NC1=CC=C(C=C1)C(F)(F)F